C(CCCCCCCCCCCCCCCCC)(=O)OCCCCCCCCCCCCCCCCCCC nonadecyl stearate